NC=1N(C=CN1)CCCCC(=O)N[C@@H](C(C)(C)C)C(NC)=O 5-(2-amino-1H-imidazol-1-yl)-N-[(1S)-2,2-dimethyl-1-(methylcarbamoyl)propyl]pentanamide